Cl[Si](CCCC#N)(Cl)Cl 4-[trichlorosilyl]butanenitrile